C(C)(C)(C)OC(=O)N1CC2(C1)CN(C2)C2=NC=CC(=C2)C 6-(4-methylpyridin-2-yl)-2,6-diazaspiro[3.3]heptane-2-carboxylic acid tert-butyl ester